FC(N1N=C(C=C1)C=1C(=CC(=NC1)NC1=NC(=NC=C1)C=1C(=NN(C1)CC(F)(F)F)C)NC1CCC(CC1)(O)C)F (1s,4s)-4-((5-(1-(Difluoromethyl)-1H-pyrazol-3-yl)-2-((2-(3-methyl-1-(2,2,2-trifluoroethyl)-1H-pyrazol-4-yl)pyrimidin-4-yl)amino)pyridin-4-yl)amino)-1-methylcyclohexan-1-ol